[(2S,4R)-1-[2-(3-chlorophenyl)ethyl]-4-[(4-methanesulfonylphenoxy)methyl]pyrrolidin-2-yl]methanol ClC=1C=C(C=CC1)CCN1[C@@H](C[C@H](C1)COC1=CC=C(C=C1)S(=O)(=O)C)CO